FC=1C=C(C=NC1C)C=1C=C(C(C=CC1)=O)O 4-(5-fluoro-6-methylpyridin-3-yl)-2-hydroxycyclohepta-2,4,6-trien-1-one